6-[1-(2,2-difluoroethyl)-1H-pyrazolo[3,4-b]pyrazin-6-yl]-2-[2-(propan-2-yl)pyrimidin-5-yl]-2,6-diazaspiro[3.4]octane FC(CN1N=CC=2C1=NC(=CN2)N2CC1(CN(C1)C=1C=NC(=NC1)C(C)C)CC2)F